11-methyl-7-((4-methylpyrimidin-2-yl)oxy)-5,11-dihydro-4H-1,3,4,11-tetraazadibenzo[cd,h]azulene CN1C=CC=C2C(=CC3=C4C(C=NC4=C21)=NNC3)OC3=NC=CC(=N3)C